N-(benzyloxycarbonyl)aspartic acid 4-benzyl ester C(C1=CC=CC=C1)OC(C[C@H](NC(=O)OCC1=CC=CC=C1)C(=O)O)=O